ClC1=CC=C(C=C1)[C@@H]1CC2=C(N=C(S2)NC(C2=CN=C(C=C2C2=C(C=CC=C2)OC)C)=O)CC1 |o1:7| (S or R)-N-(6-(4-chlorophenyl)-4,5,6,7-tetrahydrobenzo[d]thiazol-2-yl)-4-(2-methoxyphenyl)-6-methylnicotinamide